6-bromo-5-fluoro-N-((3R,4R)-3-fluoro-1-(methylsulfonyl)piperidin-4-yl)-7-isopropylpyrrolo[2,1-f][1,2,4]triazin-2-amine BrC=1C(=C2C=NC(=NN2C1C(C)C)N[C@H]1[C@@H](CN(CC1)S(=O)(=O)C)F)F